C(C)(=O)C1=C(C=C(C=C1)Br)NC(=O)[C@@H]1[C@H](C1)C1=CC(=CC=C1)Cl |r| rac-(1S*,2S*)-N-(2-acetyl-5-bromophenyl)-2-(3-chlorophenyl)cyclopropane-1-carboxamide